ethyl rac-(4R,5R)-4-(3,4-difluoro-2-methoxy-phenyl)-2,3-dimethyl-2-(trifluoromethyl)-3H-furan-5-carboxylate FC=1C(=C(C=CC1F)C=1C(C(OC1C(=O)OCC)(C(F)(F)F)C)C)OC